[Si](C1=CC=CC=C1)(C1=CC=CC=C1)(C(C)(C)C)OC\C=C(\C(=O)OCC)/F ethyl (Z)-4-[tert-butyl(diphenyl)silyl]oxy-2-fluoro-but-2-enoate